(R)-8,8-dimethyl-2-(1H-indol-4-yl)-7-[2-(4-methylpiperazin-1-yl)acetyl]-4-(3-methylmorpholine-4-yl)-5,6,7,8-tetrahydropyrido[3,4-d]pyrimidine CC1(N(CCC2=C1N=C(N=C2N2[C@@H](COCC2)C)C2=C1C=CNC1=CC=C2)C(CN2CCN(CC2)C)=O)C